CC1=CC=C(C=C1)S(=O)(=O)OCCOCCC1=CC=C(C(=O)OC(C)(C)C)C=C1 tert-Butyl 4-(2-{2-[(4-methylbenzene-1-sulfonyl)oxy]ethoxy}ethyl)benzoate